C(#N)C[C@@H]1N(CCN(C1)C=1C2=C(N=C(N1)Cl)C(=C(N=C2)Cl)F)C#N (S)-2-(cyanomethyl)-4-(2,7-dichloro-8-fluoropyrido[4,3-d]pyrimidin-4-yl)piperazine-1-carbonitrile